OC[C@H](C1=CC=CC=C1)NC1=NC(=NC=C1C1=NC(=NO1)C1=NC=CC=C1)NC1=CC=C2C(NN(C2=C1)C)=O (S)-6-((4-((2-hydroxy-1-phenylethyl)amino)-5-(3-(pyridin-2-yl)-1,2,4-oxadiazol-5-yl)pyrimidin-2-yl)amino)-1-methyl-1,2-dihydro-3H-indazol-3-one